5-chloro-1-(benzenesulfonyl)-1H-pyrrolo[2,3-B]pyridine-3-formaldehyde ClC=1C=C2C(=NC1)N(C=C2C=O)S(=O)(=O)C2=CC=CC=C2